C(C)(=O)OCCCN1CCC2=CC(=CC=C12)C[C@@H](C)O 1-[3-(acetoxy)propyl]-5-[(2R)-2-hydroxypropyl]-indoline